C(C)OC(=O)N1CCC=C(C1)C1=C(C=C(C(=C1)NC(=O)C1=CNC(C=C1C(F)F)=O)N1C[C@H](N([C@H](C1)C)C)C)F 5-[5-[[4-(difluoromethyl)-6-oxo-1H-pyridine-3-carbonyl]amino]-2-fluoro-4-[(3R,5S)-3,4,5-trimethylpiperazin-1-yl]phenyl]-3,6-dihydro-2H-pyridine-1-carboxylic acid ethyl ester